O1C=NC=C1.[Li] lithium oxazole